(2S,4R)-4-hydroxy-N-((R)-2-hydroxy-1-(4-(pyrazin-2-yl)phenyl)ethyl)pyrrolidine-2-carboxamide O[C@@H]1C[C@H](NC1)C(=O)N[C@@H](CO)C1=CC=C(C=C1)C1=NC=CN=C1